BrC1=C(C(N(C=C1)C1CC(C1)(F)F)=O)OC1=C(C=C(C=C1C)F)C 4-bromo-1-(3,3-difluorocyclobutyl)-3-(4-fluoro-2,6-dimethylphenoxy)pyridin-2(1H)-one